O1P(OC=2C=C1C=CC2)(=O)OP(=O)(OC2=C(C=CC=C2C)C)OP(=O)([O-])OP(=O)([O-])[O-] 1,3-phenylene (2,6-xylyl) tetraphosphate